O(C1=CC=CC=C1)C1=CC=C(CN2C(=N[N-]C2=S)C2=NC3=CC=CC=C3C=C2)C=C1.[Na+] Sodium 4-(4-phenoxybenzyl)-3-(quinolin-2-yl)-5-thioxo-4,5-dihydro-1,2,4-triazol-1-ide